ClC(C(C)Cl)[Si](Cl)(Cl)C(C(C)Cl)Cl bis(1,2-dichloropropyl)dichlorosilane